FC(C=1C(=C(C=CC1)C(C)N)F)([C@H]1OCCC1)F 1-(3-(difluoro((S)-tetrahydrofuran-2-yl)methyl)-2-fluorophenyl)ethylamine